FC=1C=C(C=NC1OC1(COC1)C1=NC=CC=C1)C(=O)OC methyl 5-fluoro-6-{[3-(pyridin-2-yl)oxetan-3-yl]oxy}pyridine-3-carboxylate